2-((1r,5S,6S)-3-(6-(trifluoromethyl)-2-((S)-2-(trifluoromethyl)azetidin-1-yl)pyrimidin-4-yl)-3-azabicyclo[3.1.1]heptane-6-yl)acetic acid FC(C1=CC(=NC(=N1)N1[C@@H](CC1)C(F)(F)F)N1C[C@H]2C([C@@H](C1)C2)CC(=O)O)(F)F